O=C([C@H](O)[C@@H](O)[C@H](O)[C@H](O)CO)[O-].[Ca+2].O=C([C@H](O)[C@@H](O)[C@H](O)[C@H](O)CO)[O-] Calcium keto-D-gluconate